N,N-bis(4-methoxybenzyl)-1-toluenesulfonyl-1H-pyrrole-3-sulfonamide COC1=CC=C(CN(S(=O)(=O)C2=CN(C=C2)S(=O)(=O)CC2=CC=CC=C2)CC2=CC=C(C=C2)OC)C=C1